1,3-dibromo-1,3-diethyl-1,3-disilacyclohexane Br[Si]1(C[Si](CCC1)(CC)Br)CC